bis(2-phenylphenyl)-9,9'-bianthracene C1(=CC=CC=C1)C1=C(C=CC=C1)C1=C2C=CC=CC2=C(C2=CC=CC=C12)C=1C2=CC=CC=C2C(=C2C=CC=CC12)C1=C(C=CC=C1)C1=CC=CC=C1